4-[1-(2,6-dibenzyloxy-3-pyridinyl)-3-methyl-2-oxo-benzimidazol-5-yl]-3,6-dihydro-2H-pyridine-1-carboxylic acid tert-butyl ester C(C)(C)(C)OC(=O)N1CCC(=CC1)C1=CC2=C(N(C(N2C)=O)C=2C(=NC(=CC2)OCC2=CC=CC=C2)OCC2=CC=CC=C2)C=C1